N-trimethylsilyldichlorofluoroacetamide C[Si](NC(C(F)(Cl)Cl)=O)(C)C